C(C)(C)(C)OC(NC1C2CC1C2)=O bicyclo[1.1.1]Pentane-2-ylcarbamic acid tert-butyl ester